Hept-5-en CCCCC=CC